(S)-2-(2,5-difluoro-4-(6-((2-fluoro-4-(1-(oxetan-3-yl)-1H-pyrazol-4-yl)benzyl)oxy)pyridin-2-yl)benzyl)-1-(oxetan-2-ylmethyl)-1H-benzo[d]imidazole-6-carboxylic acid FC1=C(CC2=NC3=C(N2C[C@H]2OCC2)C=C(C=C3)C(=O)O)C=C(C(=C1)C1=NC(=CC=C1)OCC1=C(C=C(C=C1)C=1C=NN(C1)C1COC1)F)F